NC=CC(=O)NCCOCCOCCOCCOC 3-amino-N-(2,5,8,11-tetraoxatridecan-13-yl)acrylamide